N-(5-cyano-6-(difluoromethoxy)pyridin-3-yl)-8-(1-cyclopropyl-1H-pyrazol-4-yl)-2-fluoro-8-methyl-7,8-dihydro-6H-cyclopenta[e]pyrazolo[1,5-a]pyrimidine-6-carboxamide C(#N)C=1C=C(C=NC1OC(F)F)NC(=O)C1CC(C2=C1C=NC=1N2N=C(C1)F)(C)C=1C=NN(C1)C1CC1